C(C1=CC=CC=C1)OC1=C2C(=CN(C2=CC=C1)C1=CC=C(C=C1)F)C1CC(C1)(C(=O)O)C 3-[4-benzyloxy-1-(4-fluorophenyl)indol-3-yl]1-methyl-cyclobutanecarboxylic acid